BrC1=C(C(=CC(=C1)[N+](=O)[O-])C(COC)(F)F)C 1-Bromo-3-(1,1-difluoro-2-methoxyethyl)-2-methyl-5-nitrobenzene